BrC1=CC=2C(C3=CC(=CC=C3C2C=C1)Br)(CCCNC(=O)OC(C)(C)C)CCCNC(=O)OC(C)(C)C 2,7-dibromo-9,9-di[N-(Boc)aminopropyl]fluorene